NC=1SC(=CN1)[C@@H](CN1C[C@H](OCC1)C)N1C(NCC(C1)(F)F)=O 1-((R)-1-(2-aminothiazol-5-yl)-2-((R)-2-methylmorpholino)ethyl)-5,5-difluorotetrahydropyrimidin-2(1H)-one